3-methyl-1H-quinolin-2-one hydrochloride Cl.CC=1C(NC2=CC=CC=C2C1)=O